cis-3-fluoro-4-[[(2R,6R)-6-methyl-4-[8-(trifluoromethyl)-5-quinolinyl]morpholine-2-carbonyl]amino]pyrrolidine-1-carboxylic acid tert-butyl ester C(C)(C)(C)OC(=O)N1C[C@H]([C@H](C1)NC(=O)[C@H]1CN(C[C@H](O1)C)C1=C2C=CC=NC2=C(C=C1)C(F)(F)F)F